ClC=1C=C2C=NN(C2=C(C1)C(=O)NC1CC2(CC(C2)CC(=O)O)C1)CC1=CC(=C(C=C1)I)F 2-(6-(5-Chloro-1-(3-fluoro-4-iodobenzyl)-1H-indazole-7-carboxamido)spiro[3.3]heptan-2-yl)acetic acid